C1(=C(C(=CC(=C1)C)C)C(C(=O)OC(C(C(C)OC(C1=CC=CC=C1)=O)CC)C)=O)C 3-ethyl-2,4-pentanediol benzoate mesitylglyoxylate